FC1=CC(=CC=N1)C(F)(F)F 6-fluoro-4-(trifluoromethyl)pyridin